BrC(C(=O)C1=CC(=C(C(=C1)Cl)Cl)Cl)CC(C)C 2-bromo-4-methyl-1-(3,4,5-trichlorophenyl)pentan-1-one